trans-2,2-dichloro-3-(4-chloro-3-(difluoromethyl)phenyl)cyclopropane-1-carboxylic acid ClC1([C@H]([C@@H]1C1=CC(=C(C=C1)Cl)C(F)F)C(=O)O)Cl